O=S1(C[C@@H](C=C1)N1C(C(=CC2=CC=CC(=C12)C(=O)NC1=CSC=C1)C(=O)N)=O)=O [(3R)-1,1-dioxo-2,3-dihydrothiophen-3-yl]-2-oxo-8-[(thiophen-3-ylamino)carbonyl]-1H-quinoline-3-carboxamide